BOCcarbon tert-butyl-4-(5-fluoro-2-pyrazin-2-yl-3-pyridyl)-4-hydroxy-piperidine-1-carboxylate C(C)(C)(C)OC(=O)N1CCC(CC1)(O)C=1C(=NC=C(C1)F)C1=NC=CN=C1.C(=O)(OC(C)(C)C)[C]